2-(2,2-difluoroethoxy)pyridin-3-amine FC(COC1=NC=CC=C1N)F